tert-butyl 4-[6-(2,4-dioxo-1,3-diazinan-1-yl)-5-fluoro-1-methyl-1H-indol-2-yl]piperidine-1-carboxylate O=C1N(CCC(N1)=O)C1=C(C=C2C=C(N(C2=C1)C)C1CCN(CC1)C(=O)OC(C)(C)C)F